((((9H-fluoren-9-yl)methoxy)carbonyl)-L-asparaginyl)-4-hydroxypyrrolidine-2-carboxylic acid C1=CC=CC=2C3=CC=CC=C3C(C12)COC(=O)N[C@@H](CC(N)=O)C(=O)N1C(CC(C1)O)C(=O)O